4-[4-[2-chloro-4-[[1-methyl-5-[3-(trifluoromethyl)-1H-pyrazol-4-yl]imidazole-2-carbonyl]amino]benzoyl]piperazine-1-carbonyl]piperidine-1-carboxylic acid tert-butyl ester C(C)(C)(C)OC(=O)N1CCC(CC1)C(=O)N1CCN(CC1)C(C1=C(C=C(C=C1)NC(=O)C=1N(C(=CN1)C=1C(=NNC1)C(F)(F)F)C)Cl)=O